C(C)(C)(C)OC(C(C)(C1=CC=C(C=C1)[N+](=O)[O-])C)=O 2-methyl-2-(4-nitrophenyl)propionic acid tert-butyl ester